N2-(4-aminobutyl)-N4-(1-cyclohexylpiperidin-4-yl)-6,7-dimethoxyquinazoline-2,4-diamine NCCCCNC1=NC2=CC(=C(C=C2C(=N1)NC1CCN(CC1)C1CCCCC1)OC)OC